2-bromo-5,5,8,8-tetramethyl-5,6,7,8-tetrahydro-naphtho[2,3-b]thiophene BrC1=CC2=C(S1)C=C1C(CCC(C1=C2)(C)C)(C)C